6-[(1H-indol-6-yl)amino]-4-{[6-(2,2,2-trifluoroethoxy)pyridin-3-yl]amino}pyridine-2-carbonitrile N1C=CC2=CC=C(C=C12)NC1=CC(=CC(=N1)C#N)NC=1C=NC(=CC1)OCC(F)(F)F